methyl 3-[4-(4-carbamimidoylbenzoyl) piperazine-1-carbonyl]-5-[(4-carbamimidoylpiperazin-1-yl)methyl]benzoate C(N)(=N)C1=CC=C(C(=O)N2CCN(CC2)C(=O)C=2C=C(C(=O)OC)C=C(C2)CN2CCN(CC2)C(N)=N)C=C1